(6-chloro-8-(4-methylpiperazin-1-yl)quinolin-3-yl)methanamine ClC=1C=C2C=C(C=NC2=C(C1)N1CCN(CC1)C)CN